N-[(1R,3S)-3-{[6-chloro-2-(trifluoromethyl)quinolin-4-yl]amino}cyclohexyl]-1-(pyridin-3-yl)-1H-pyrazole-4-carboxamide ClC=1C=C2C(=CC(=NC2=CC1)C(F)(F)F)N[C@@H]1C[C@@H](CCC1)NC(=O)C=1C=NN(C1)C=1C=NC=CC1